ClC=1C=NC=C(C1[C@@H](C)OC=1C=C2C(=NN(C2=CC1)C1OCCCC1)C1=CC(=C(C(=O)OC)C=C1)[N+](=O)[O-])Cl methyl 4-(5-((R)-1-(3,5-dichloropyridin-4-yl)ethoxy)-1-(tetrahydro-2H-pyran-2-yl)-1H-indazol-3-yl)-2-nitrobenzoate